BrC=1C=C(C=CC1)NC(=O)C1=NN(C2=CC=CC=C12)C1=CC=CC=C1 N-(3-bromophenyl)-1-phenyl-1H-indazole-3-carboxamide